(S)-N-((R)-1-(3-bromo-5-(1-methyl-1H-pyrazol-4-yl)phenyl)ethyl)-2-methylpropane-2-sulfinamide BrC=1C=C(C=C(C1)C=1C=NN(C1)C)[C@@H](C)N[S@@](=O)C(C)(C)C